3-Cyano-6-fluoro-N-(1-(1-methyl-1H-pyrazol-4-yl)-1H-indazol-6-yl)-2-(prop-1-en-2-yl)benzamide C(#N)C=1C(=C(C(=O)NC2=CC=C3C=NN(C3=C2)C=2C=NN(C2)C)C(=CC1)F)C(=C)C